4-(3-Phenoxybenzamido)picolin O(C1=CC=CC=C1)C=1C=C(C(=O)NC2=CC(=NC=C2)C)C=CC1